C1(C=CC(N1C=1C=C(OC2=CC=C(C=C2)C(C)(C)C2=CC=C(C=C2)OC2=CC(=CC=C2)N2C(C=CC2=O)=O)C=CC1)=O)=O 2,2-bis(4-(3-maleimidophenoxy)phenyl)propane